N5-[[2-fluoro-4-[2-[(1R,4R)-5-isopropyl-2,5-diazabicyclo[2.2.1]heptan-2-yl]ethyl]phenyl]methyl]isoquinoline-1,5-diamine FC1=C(C=CC(=C1)CCN1[C@H]2CN([C@@H](C1)C2)C(C)C)CNC=2C=1C=CN=C(C1C=CC2)N